4-bromo-1-(4-fluorophenyl)-1H-1,2,3-triazole BrC=1N=NN(C1)C1=CC=C(C=C1)F